1-[3-[4-(3-ethynyl-2-fluoro-anilino)pyrido[3,4-d]pyrimidin-6-yl]azetidin-1-yl]prop-2-en-1-one C(#C)C=1C(=C(NC=2C3=C(N=CN2)C=NC(=C3)C3CN(C3)C(C=C)=O)C=CC1)F